C=CCCCCCCCCC undec-1-ene